(3-methyl-5-(2-oxoindolin-5-yl)pyridin-2-yl)acetamide CC=1C(=NC=C(C1)C=1C=C2CC(NC2=CC1)=O)CC(=O)N